C(C)(C)(C)OC(=O)N1C[C@H](N([C@H](C1)C)CC(=O)O)C 2-((2r,6s)-4-(tert-butoxycarbonyl)-2,6-dimethylpiperazin-1-yl)acetic acid